4-bromo-N,N,1-trimethyl-1H-indol-3-amine BrC1=C2C(=CN(C2=CC=C1)C)N(C)C